FC(OC1=C(C=C(OC=2C=C(C=CC2)C2(CN(C2)C(=O)OC(C)(C)C)O)C=C1)C1=NN(C=C1NC(=O)C=1C=NN2C1N=CC=C2)C)F tert-butyl 3-(3-(4-(difluoromethoxy)-3-(1-methyl-4-(pyrazolo[1,5-a]pyrimidine-3-carboxamido)-1H-pyrazol-3-yl)phenoxy)phenyl)-3-hydroxyazetidine-1-carboxylate